S1C2=C(C(=C1)C1=NN(C(=C1)C)C1=NC(=NC(=C1)N1CCOCC1)[C@@H](CO)OC)C=CC=C2 (S)-2-(4-(3-(benzo[b]thiophen-3-yl)-5-methyl-1H-pyrazol-1-yl)-6-morpholinopyrimidin-2-yl)-2-methoxyethan-1-ol